(E)-4-(5-Amino-2-(1-ethyl-3-(trifluoromethyl)-1H-pyrazol-4-yl)phenyl)-6-(4-(dimethylamino)but-2-enoyl)-4,5,6,7-tetrahydrothieno[2,3-c]pyridine-2-carbonitrile NC=1C=CC(=C(C1)C1C2=C(CN(C1)C(\C=C\CN(C)C)=O)SC(=C2)C#N)C=2C(=NN(C2)CC)C(F)(F)F